C(C)(C)NC1=NC(=CC2=C1N=C(N=C2)NC2CCC(CC2)N2CCN(CC2)C)[C@@H](C)O (R)-1-(8-(isopropylamino)-2-(((1r,4R)-4-(4-methylpiperazin-1-yl)cyclohexyl)amino)pyrido[3,4-d]pyrimidin-6-yl)ethan-1-ol